methyl 4-methyl-2-[(5'S,7a'R)-3'-oxo-5'-phenyltetrahydro-1H,3'H-spiro[piperidine-4,2'-pyrrolo[2,1-b][1,3]oxazol]-1-yl]pyrimidine-5-carboxylate CC1=NC(=NC=C1C(=O)OC)N1CCC2(C(N3[C@H](O2)CC[C@H]3C3=CC=CC=C3)=O)CC1